OC1=CC=C(C=C1)C(=O)C1=NC=CC=C1 (4-hydroxyphenyl)-pyridine-2-yl ketone